FC(C=1C=C2CCN(C2=CC1)C(=O)[O-])(F)F 5-(trifluoromethyl)indoline-1-carboxylate